NCC1=NNC(C2=C(C=C(C=C12)C1=C(N(N=C1)C)C1=C(C2=CC=CC=C2C(=C1F)C)C#N)Cl)=O (M)-2-[4-[4-(aminomethyl)-8-chloro-1-oxo-2H-phthalazin-6-yl]-2-methyl-pyrazol-3-yl]-3-fluoro-4-methyl-naphthalene-1-carbonitrile